N-(3-fluoro-4-((7-(3-(4-hydroxypiperidin-1-yl)propoxy)-6-methoxyquinolin-4-yl)oxy)phenyl)-5-(4-fluorophenyl)-6-oxo-2,3,5,6-tetrahydrofuro[3,2-c]pyridine-7-carboxamide FC=1C=C(C=CC1OC1=CC=NC2=CC(=C(C=C12)OC)OCCCN1CCC(CC1)O)NC(=O)C1=C2C(=CN(C1=O)C1=CC=C(C=C1)F)CCO2